ClC1=C(C(=CC=2N(C(=NC21)C)C)C(C)C)C2=CC=CN1C(=CC=C21)C(=O)C2=CC(=C(C(=C2)F)NC(\C=C\CNC2CCC(CC2)OC)=O)F (E)-N-(4-(8-(4-chloro-6-isopropyl-1,2-dimethyl-1H-benzo[d]imidazol-5-yl)indolizine-3-carbonyl)-2,6-difluorophenyl)-4-(((1r,4r)-4-methoxycyclohexyl)amino)but-2-enamide